3,3-dimethyl-1-(6-methylpyridazin-3-yl)urea CN(C(NC=1N=NC(=CC1)C)=O)C